1-(dibenzylamino)-3-methyl-2-butanone C(C1=CC=CC=C1)N(CC(C(C)C)=O)CC1=CC=CC=C1